CC(=CCSSC(C(C)=O)C)C 3-((3-methylbut-2-en-1-yl)disulfanyl)butan-2-one